3-((2-(1H-pyrrol-2-yl)quinazolin-4-yl)amino)propan-1-ol N1C(=CC=C1)C1=NC2=CC=CC=C2C(=N1)NCCCO